potassium (7α,17β)-7-[9-[(4,4,5,5,5-pentafluoropentyl)sulfinyl]nonyl]-estra-1,3,5(10)-trien-17-ol FC(CCCS(=O)CCCCCCCCC[C@H]1[C@H]2[C@@H]3CC[C@@H]([C@@]3(C)CC[C@@H]2C=2C=CC=CC2C1)O)(C(F)(F)F)F.[K]